N,N'-dimethyl-N,N'-di-nitrosoterephthalamide CN(C(C1=CC=C(C(=O)N(N=O)C)C=C1)=O)N=O